N1=C(N)N=C(N)N=C1N.P(=O)(OC1=C(C(=CC=C1)C)C)(OC1=C(C(=CC=C1)C)C)O di(xylyl) phosphate melamine salt